E-leucine C(CCC(=O)O)CCN